1-hydroxy-6-amino-4-nitrobenzene OC1=CC=C(C=C1N)[N+](=O)[O-]